2-{2-ethyl-5,8-dioxo-6-[(±)-tetrahydrofuran-2-ylmethyl]-5,6,7,8-tetrahydro-4H-pyrazolo[1,5-a]pyrrolo[3,4-d]pyrimidin-4-yl}-N-(5-methylpyridin-2-yl)acetamide C(C)C1=NN2C(N(C3=C(C2=O)CN(C3=O)C[C@@H]3OCCC3)CC(=O)NC3=NC=C(C=C3)C)=C1 |r|